C(CCCC)C1=NC(=NC(=N1)N1N=CC=C1)N1CCNC2(COC2)C1 8-(4-pentyl-6-(1H-pyrazol-1-yl)-1,3,5-triazin-2-yl)-2-oxa-5,8-diazaspiro[3.5]nonane